C(#N)C1=NC2=CC(=CC(=C2N=C1N1CC2=C(CC1)SC=N2)[C@@H](C)NC2=C(C(=O)O)C=CC=C2)C (R)-2-((1-(2-cyano-3-(6,7-dihydro-thiazolo[4,5-c]pyridin-5(4H)-yl)-7-methylquinoxalin-5-yl)ethyl)amino)-benzoic acid